ClC=1C=C2CC(N(C2=CC1)CC(=O)N1CC(CCC1)O)=O 5-chloro-1-[2-(3-hydroxypiperidin-1-yl)-2-oxoethyl]-1,3-dihydro-2H-indol-2-one